CN(C1CC(CC1)NC=1C=NN(C1)C)C N1,N1-dimethyl-N3-(1-methyl-1H-pyrazol-4-yl)cyclopentane-1,3-diamine